OC=1C=C(C=CC1O)[C@H]([C@H](N)C(=O)O)O (2S,3R)-3-(3,4-dihydroxyphenyl)serine